C1(=CC=CC=C1)S(=O)(=O)N1C=CC=2C1=NC=C1C2N(C(=N1)C1=CC=C(C=C1)C(F)(F)F)[C@@H]1CC[C@H](CC1)C#N trans-4-(6-(benzenesulfonyl)-2-(4-(trifluoromethyl)phenyl)imidazo[4,5-d]Pyrrolo[2,3-b]Pyridin-1(6H)-yl)cyclohexanecarbonitrile